1-((3s,4r)-1-(cyanomethyl)-4-phenylpyrrolidin-3-yl)-3-(2-phenyl-2,4,5,6-tetrahydrocyclopenta[c]pyrazol-3-yl)urea C(#N)CN1C[C@H]([C@@H](C1)C1=CC=CC=C1)NC(=O)NC1=C2C(=NN1C1=CC=CC=C1)CCC2